ClP(C(C=C(C)C)P(C1CCCC1)(C1CCCC1)(C1CCCC1)Cl)(C1CCCC1)(C1CCCC1)C1CCCC1 dichloro(3-methyl-2-butenylidene)bis(tricyclopentyl-phosphine)